Methanedisulfonic acid 1,3-propylene ester C1CCOS(=O)(=O)CS(=O)(=O)O1